(S)-2-(3-(6-aminopyridin-3-yl)-6,7-dihydro-5H-pyrrolo[2,1-c][1,2,4]triazol-6-yl)-3,4-dichlorophenol NC1=CC=C(C=N1)C=1N2C(=NN1)C[C@H](C2)C2=C(C=CC(=C2Cl)Cl)O